F[C@@H](C(=O)OCC)ON1[C@@H]2C=C([C@H](N(C1=O)C2)C(NCCCS(=O)(=O)C)=O)C ethyl (2S)-2-fluoro-2-[[(2S,5R)-3-methyl-2-(3-methylsulfonylpropylcarbamoyl)-7-oxo-1,6-diazabicyclo[3.2.1]oct-3-en-6-yl]oxy]acetate